NC=1C2=C(N=CN1)N(C=C2)C2C=C(C(C2O)O)CCC=2C=C(C(=C1CC(NCC21)C)F)C(F)F 5-(4-amino-7H-pyrrolo[2,3-d]pyrimidin-7-yl)-3-(2-(6-(difluoromethyl)-5-fluoro-3-methyl-1,2,3,4-tetrahydroisoquinolin-8-yl)ethyl)cyclopent-3-ene-1,2-diol